N-ETHYL-4-(3-FORMYLPIPERIDIN-1-YL)PYRIDINE-2-CARBOXAMIDE C(C)NC(=O)C1=NC=CC(=C1)N1CC(CCC1)C=O